(S)-2-((1-(5-(3,5-dimethylphenyl)-1,3,4-oxadiazol-2-yl)ethyl)carbamoyl)-4-methoxypyridin-3-yl isobutyl carbonate C(OC=1C(=NC=CC1OC)C(N[C@@H](C)C=1OC(=NN1)C1=CC(=CC(=C1)C)C)=O)(OCC(C)C)=O